N-(3-fluoro-4-{6-methoxy-7-[3-(4-methyl-1-piperidinyl)propoxy]quinolin-4-yloxy}phenyl)-3-oxo-4-(3-fluorophenyl)-3,4-dihydropyrazine-2-carboxamide FC=1C=C(C=CC1OC1=CC=NC2=CC(=C(C=C12)OC)OCCCN1CCC(CC1)C)NC(=O)C1=NC=CN(C1=O)C1=CC(=CC=C1)F